cyclohexyl N-(propan-2-yl)carbamate CC(C)NC(OC1CCCCC1)=O